Cl.COC(C1=C(C=CC(=C1)Br)CN)=O.ClC1=NC=C(C(=N1)Cl)COC1CCOCC1 2,4-dichloro-5-(((tetrahydro-2H-pyran-4-yl)oxy)methyl)pyrimidine methyl-2-(aminomethyl)-5-bromobenzoate hydrochloride